C[C@@H]1CN(C[C@@H](N1)C)C=1N=CC2=C(N1)SC=N2 (3R,5S)-3,5-dimethyl-1-{[1,3]thiazolo[5,4-d]pyrimidin-5-yl}piperazine